(S)-methyl 2-(tert-butoxycarbonyl(methyl)amino)-3-(pyridin-3-yl)propanoate C(C)(C)(C)OC(=O)N([C@H](C(=O)OC)CC=1C=NC=CC1)C